CC1=CC(=NC=C1N1[C@@H](CCC1)C)NC(OCC=1C=C2C(N(CC2=CC1)C1C(NC(CC1)=O)=O)=O)=O (2-(2,6-dioxopiperidin-3-yl)-3-oxoisoindolin-5-yl)methyl (4-methyl-5-((R)-2-methylpyrrolidin-1-yl)pyridin-2-yl)carbamate